(2-((2-(((6aR,8R)-2-methoxy-8-morpholino-6,6a,7,8,9,10-hexahydrobenzo[b]pyrido[1,2-d][1,4]oxazin-3-yl)amino)-7H-pyrrolo[2,3-d]pyrimidin-4-yl)amino)phenyl)dimethylphosphine oxide COC1=CC2=C(OC[C@@H]3N2CC[C@H](C3)N3CCOCC3)C=C1NC=1N=C(C3=C(N1)NC=C3)NC3=C(C=CC=C3)P(C)(C)=O